dimolybdic acid O[Mo](=O)(=O)O[Mo](=O)(=O)O